1-((1-(3-bromophenyl)-3,3-dimethoxycyclobutyl)methyl)-5-methyl-1H-1,2,3-triazole BrC=1C=C(C=CC1)C1(CC(C1)(OC)OC)CN1N=NC=C1C